C(#C)C1=C2C(=CC(=CC2=CC=C1F)O)C1=CC=C2C(=NC(=NC2=C1F)OC[C@]12CCCN2C[C@@H](C1)F)N1CCOCCC1 5-ethynyl-6-fluoro-4-(8-fluoro-2-(((2R,7aS)-2-fluorotetrahydro-1H-pyrrolizin-7a(5H)-yl)methoxy)-4-(1,4-oxazepan-4-yl)quinazolin-7-yl)naphthalen-2-ol